CC1(CC1)C[C@H](CO)N[C@H](C)C1=CC=CC=C1 (2R)-3-(1-methylcyclopropyl)-2-[[(1R)-1-phenylethyl]amino]propan-1-ol